undec-3-yl 8-bromooctanoate BrCCCCCCCC(=O)OC(CC)CCCCCCCC